O=C1N(CCC1)[C@H]1CN(CCC1)C=1N=CC(=NC1)C(=O)N 5-[(3R)-3-(2-oxopyrrolidin-1-yl)piperidin-1-yl]pyrazine-2-carboxamide